ClC1=C(C=C(C=C1)Cl)S(=O)(=O)NC(=O)C1=NN(C(=C1)C1=CC(=CC=C1)C(F)(F)F)C N-[(2,5-dichlorophenyl)sulfonyl]-1-methyl-5-[3-(trifluoromethyl)phenyl]-1H-pyrazole-3-carboxamide